C1(CC1)NC(=O)C1CCC=2N(C1)N=CC2I N-cyclopropyl-3-iodo-4,5,6,7-tetrahydropyrazolo[1,5-a]pyridine-6-carboxamide